MethylHistidine CN[C@@H](CC1=CNC=N1)C(=O)O